N-(7-(benzylthio)-2-(4-fluorobenzyl)isoindol-5-yl)-2-(2-chlorophenyl)acetamide C(C1=CC=CC=C1)SC1=CC(=CC2=CN(C=C12)CC1=CC=C(C=C1)F)NC(CC1=C(C=CC=C1)Cl)=O